1-(3-chloro-2-methoxyphenyl)-6-((5-fluoropyridin-2-yl)amino)-1,2-dihydro-3H-pyrazolo[4,3-c]pyridin-3-one ClC=1C(=C(C=CC1)N1NC(C=2C=NC(=CC21)NC2=NC=C(C=C2)F)=O)OC